FC1=CC(=C(C=C1)C1=CC(=NC=C1)C=O)C1=NN=CN1C 4-[4-Fluoro-2-(4-methyl-1,2,4-triazol-3-yl)phenyl]pyridine-2-carbaldehyde